FC1=C(C(=CC=C1)C(F)(F)F)NC=1N=C(N=NC1C(=O)N)NC1=C(C=C2CCN(C(C2=C1)C)C)OC ((2-fluoro-6-(trifluoromethyl)phenyl)amino)-3-((6-methoxy-1,2-dimethyl-1,2,3,4-tetrahydroisoquinolin-7-yl)amino)-1,2,4-triazine-6-carboxamide